C(C)(C)C=1C=C(C(O)=CC1)O 4-isopropylcatechol